BrC=1N=C(SC1)C(C(=O)OCC)(C)C ethyl 2-(4-bromothiazol-2-yl)-2-methylpropionate